4-((2-(5-Chloro-2-fluorophenyl)-6,7-dihydro-5H-cyclopenta[b]pyridin-4-yl)amino)nicotinamide ClC=1C=CC(=C(C1)C1=CC(=C2C(=N1)CCC2)NC2=CC=NC=C2C(=O)N)F